C(C=C)(=O)N1C[C@@H](N(C[C@H]1C)C1=NC(N2C3=C(C(=C(C=C13)C(F)(F)F)C1=CC=C(C=C1)F)SC[C@@H]2COC)=O)C (S)-7-((2S,5R)-4-acryloyl-2,5-dimethylpiperazin-1-yl)-10-(4-fluorophenyl)-3-(methoxymethyl)-9-(trifluoromethyl)-2H-[1,4]thiazino[2,3,4-ij]quinazolin-5(3H)-one